[N+](=O)([O-])C1=CC=C(C=C1)C(C(=O)O)=O 2-(4-nitrophenyl)-2-oxo-acetic acid